4-(1,5-dimethylpyrazol-4-yl)-2-pyrimidin-2-yl-5-(trifluoromethyl)pyrazol-3-amine CN1N=CC(=C1C)C1=C(N(N=C1C(F)(F)F)C1=NC=CC=N1)N